ClC1=CC=C(CN2N(C3=C(CN(CC3(F)F)CC3=CC(=CC(=C3)F)F)C2=O)C)C=C1 2-(4-chlorobenzyl)-5-(3,5-difluorobenzyl)-7,7-difluoro-1-methyl-1,2,4,5,6,7-hexahydro-3H-pyrazolo[4,3-c]pyridin-3-one